C1(CC1)OC=1C(=C(C=CC1)N1C(=C2C(N(N=CC2=C1C)C1=NC=CC=C1F)=O)C)C 6-(3-Cyclopropoxy-2-methylphenyl)-2-(3-fluoropyridin-2-yl)-5,7-dimethyl-2,6-dihydro-1H-pyrrolo[3,4-d]pyridazin-1-one